S(=O)(=O)(OC1=C(C(=C(C=C1)C)O)O)O 2,3-dihydroxy-4-methylphenyl hydrogen sulfate